3-(4-chloro-2-(6-methylpyridin-3-yl)-1H-pyrrolo[2,3-b]pyridin-5-yl)-2,4-dimethylphenol ClC1=C2C(=NC=C1C=1C(=C(C=CC1C)O)C)NC(=C2)C=2C=NC(=CC2)C